((1R)-2-(1-benzofuran-3-yl)-1-(4,4,6-trimethyl-1,3,2-dioxaborinan-2-yl)ethyl)-N'-(pyrazin-2-yl)oxalamide O1C=C(C2=C1C=CC=C2)C[C@@H](B2OC(CC(O2)(C)C)C)NC(C(=O)NC2=NC=CN=C2)=O